Ethyl (S)-3-(5-Fluoro-2',6'-dimethylbiphenyl-3-yl)-3-(3-(4-hydroxy-1-methyl-2-oxo-1,2-dihydropyridin-3-yl)ureido)propanoat FC=1C=C(C=C(C1)C1=C(C=CC=C1C)C)[C@H](CC(=O)OCC)NC(=O)NC=1C(N(C=CC1O)C)=O